ClC1=CC=C(C=C1)C(C=C)(F)F 1-chloro-4-(1,1-difluoroallyl)benzene